lithium 1,3-dimethyl-5-sulfoisophthalic acid CC1(C(=O)O)CC(C(=O)O)(CC(=C1)S(=O)(=O)O)C.[Li]